COC1=CC=CC(=N1)C1=CC=CC2=C1OC(CO2)CN(CC2CCOCC2)CC2=CC=C(OCCN(C)C)C=C2 [2-(4-{[[8-(6-Methoxy-pyridin-2-yl)-2,3-dihydro-benzo[1,4]dioxin-2-ylmethyl]-(tetrahydro-pyran-4-ylmethyl)-amino]-methyl}-phenoxy)-ethyl]-dimethyl-amine